N[C@@H](CN[C@@H](C1=CC=2N(N=C1)C=C(N2)[C@H](C2CCC(CC2)(F)F)NC(OC(C)(C)C)=O)C2(CCC2)C#N)C(F)(F)F tert-butyl ((S)-(7-((S)-(((S)-2-amino-3,3,3-trifluoropropyl)amino)(1-cyanocyclobutyl)methyl)imidazo[1,2-b]pyridazin-2-yl)(4,4-difluorocyclohexyl)methyl)carbamate